C1(CC1)C(=O)NC1=NC=C(C(=O)NC([2H])([2H])[2H])C(=C1)NC1=CC=C2C=NN(C2=C1OC)C 6-(Cyclopropanecarboxamido)-4-((7-methoxy-1-methyl-1H-indazol-6-yl)amino)-N-(methyl-d3)nicotinamide